ClC=1C(NN=CC1N1CC=2N(CC1)C(=CN2)C(O)C2=C(C=C(C=C2)F)C(F)(F)F)=O 4-Chloro-5-(3-((4-fluoro-2-(trifluoromethyl)phenyl)(hydroxy)methyl)-5,6-dihydroimidazo[1,2-a]pyrazin-7(8H)-yl)pyridazin-3(2H)-one